C(C)(=O)C1=NN(C2=CC=C(C=C12)C=1C=NC(=NC1)C)CC(=O)N1[C@@H](CC[C@@H]1C)C(=O)NC1=NC(=CC=C1C)Br (2S,5S)-1-(2-(3-acetyl-5-(2-methylpyrimidin-5-yl)-1H-indazol-1-yl)acetyl)-N-(6-bromo-3-methylpyridin-2-yl)-5-methylpyrrolidine-2-carboxamide